4-benzyloxybutyl 5-methylsulfonyl-4-oxo-1-[4-(trifluoromethoxy)phenyl]cinnoline-3-carboxylate CS(=O)(=O)C1=C2C(C(=NN(C2=CC=C1)C1=CC=C(C=C1)OC(F)(F)F)C(=O)OCCCCOCC1=CC=CC=C1)=O